trimethyl-ammonium iodide ethyl-methacrylate C(C)OC(C(=C)C)=O.[I-].C[NH+](C)C